N-(6-(4-(1-hydroxypropan-2-yl)-4H-1,2,4-triazol-3-yl)pyridin-2-yl)-1-methyl-6-oxo-3-(trifluoromethyl)-6,7-dihydro-1H-pyrazolo[3,4-b]pyridine-5-carboxamide OCC(C)N1C(=NN=C1)C1=CC=CC(=N1)NC(=O)C1=CC2=C(NC1=O)N(N=C2C(F)(F)F)C